3-(chloromethyl)benzenesulfonamide ClCC=1C=C(C=CC1)S(=O)(=O)N